iodopropynyl butylcarbamate (iodopropenyl butylcarbamate) ICC=CN(C(O)=O)CCCC.C(CCC)NC(OC#CCI)=O